NC=1N=NC(=CC1C1=CC=C(C=C1)N1CCN(CC1)CC(=O)O)C1=C(C=CC=C1)O 2-(4-(4-(3-amino-6-(2-hydroxyphenyl)pyridazin-4-yl)phenyl)piperazin-1-yl)acetic acid